(R)-4-(4-fluorophenyl)-N-(pyrrolidin-3-ylmethyl)-3,4-dihydroquinoxaline-1(2H)-carboxamide FC1=CC=C(C=C1)N1CCN(C2=CC=CC=C12)C(=O)NC[C@H]1CNCC1